CC1(OB(OC1(C)C)C=1C(=NC=CC1)C(=O)[O-])C 3-(4,4,5,5-tetramethyl-1,3,2-dioxaborolan-2-yl)picolinate